OC1=C(C=O)C=C(C=C1)C=1C(=NC(=NC1)NC1=C(C=C(C=C1)N1CCC(CC1)N1CCN(CC1)C)OC)NC1=CC=CC=C1 2-hydroxy-5-(2-((2-methoxy-4-(4-(4-methylpiperazin-1-yl)piperidin-1-yl)phenyl)amino)-4-(phenylamino)pyrimidin-5-yl)benzaldehyde